C(C)(C)(C)/C(/C(=O)OC(C)C1=C(C=C(C=C1)F)F)=C\[C@H](C(C)C)NC([C@H](C[C@H](CCNC(=O)OC(C)(C)C)O)NC(=O)OC(C)(C)C)=O 1-(2,4-difluorophenyl)ethanol tert-butyl-(S,E)-4-((2S,4S)-2,6-bis((tert-butoxycarbonyl)amino)-4-hydroxyhexanamido)-5-methylhex-2-enoate